3-prop-2-ynyloxy-propionic acid tert-butyl ester C(C)(C)(C)OC(CCOCC#C)=O